3-(3-isocyanopropyl)-indole [N+](#[C-])CCCC1=CNC2=CC=CC=C12